FC=1C=C(C=C(C1)F)[C@@H]1CCC2=NN(C(N21)=O)C2CC1(CC1)C2 (5S)-5-(3,5-difluorophenyl)-2-(spiro[2.3]hexan-5-yl)-2,5,6,7-tetrahydro-3H-pyrrolo[2,1-c][1,2,4]triazol-3-one